(2,4-dimethoxybenzyl)-1-(N-(1-(2-(trifluoromethyl)phenyl)-1H-pyrazol-3-yl)propiolamido)cyclopentane-1-carboxamide COC1=C(CC2C(CCC2)(C(=O)N)N(C(C#C)=O)C2=NN(C=C2)C2=C(C=CC=C2)C(F)(F)F)C=CC(=C1)OC